5-[[2-(3-chloro-2-pyridyl)-5-(trifluoromethyl)pyrazole-3-carbonyl]amino]-2,4-dimethyl-indazole-6-carboxamide ClC=1C(=NC=CC1)N1N=C(C=C1C(=O)NC1=C(C2=CN(N=C2C=C1C(=O)N)C)C)C(F)(F)F